C/C(/C=O)=C\C(=C\C)\C (E,E)-2,4-Dimethyl-2,4-hexadienal